C(C)(=O)NC=1C=CNC1 4-acetamidopyrrole